(7-(2-(3,5-dimethylisoxazol-4-yl)-6-morpholinopyridin-4-yl)pyrazolo[1,5-a]pyridin-3-yl)(piperidin-1-yl)methanone CC1=NOC(=C1C1=NC(=CC(=C1)C1=CC=CC=2N1N=CC2C(=O)N2CCCCC2)N2CCOCC2)C